hydrobromic acid cyclohexylamine salt C1(CCCCC1)N.Br